CN(C=1C=CC=2C(C3=CC=C(C=C3OC2C1)N(C)C)=S)C 3,6-Bis(dimethylamino)-9H-xanthene-9-thione